OC1(COC1)C1=CC(=C(C=C1)C(=O)N1CCC(CC1)OC1=CC=C(C=C1)C(F)(F)F)C (4-(3-hydroxyoxetan-3-yl)-2-methylphenyl)(4-(4-(trifluoromethyl)phenoxy)piperidin-1-yl)methanone